6-[3-(2-fluoroanilino)-7,8-dihydro-5H-1,6-naphthyridin-6-yl]-4,5-dimethyl-pyridazine-3-carbonitrile FC1=C(NC=2C=NC=3CCN(CC3C2)C2=C(C(=C(N=N2)C#N)C)C)C=CC=C1